FC1=C(C=CC2=C1C(CCO2)OC=2C(=CC(=C(N)C2)F)OC)F 5-[(5,6-difluoro-3,4-dihydro-2H-1-benzopyran-4-yl)oxy]-2-fluoro-4-methoxyaniline